[5-(4-hexyloxy-1,2,5-thiadiazol-3-yl)-1-methyl-3,6-dihydro-2H-pyridin-1-ium-1-yl]methyl octanoate chloride [Cl-].C(CCCCCCC)(=O)OC[N+]1(CCC=C(C1)C1=NSN=C1OCCCCCC)C